O(C1=CC=CC=C1)C=1C=C(C=CC1)[C@H](CCC=C)NC(OCC1=CC=CC=C1)=O benzyl (S)-(1-(3-phenoxyphenyl)pent-4-en-1-yl)carbamate